COC(=O)[C@@H]1CCC2OC3(C(N21)=O)CCN(CC3)C(=O)OC(C)(C)C (5'S)-3'-oxotetrahydro-3'H-spiro[piperidine-4,2'-pyrrolo[2,1-b]oxazole]-1,5'-dicarboxylic acid 1-(tert-butyl) ester 5'-methyl ester